(S)-chroman-7-yl-(2,7-dimethyl-3-(1-methyl-3-(trifluoromethyl)-1H-pyrazol-5-yl)-2,4,5,7-tetrahydro-6H-pyrazolo[3,4-c]pyridin-6-yl)methanone O1CCCC2=CC=C(C=C12)C(=O)N1[C@H](C=2C(CC1)=C(N(N2)C)C2=CC(=NN2C)C(F)(F)F)C